C(C)(C)C1COCC(N1)C(CC)C=1NC=CN1 (5-isopropyl-1-(3-morpholinyl)propyl)-imidazole